ClC=1C=NC=C(C1[C@@H](C)OC=1C=C2C(=NNC2=CC1)C=1C=NC(=CC1)N1CCNCC1)Cl (R)-5-(1-(3,5-Dichloropyridin-4-yl)ethoxy)-3-(6-(piperazin-1-yl)pyridin-3-yl)-1H-indazole